1-N'-[5-chloro-6-[7-methoxy-6-(1,3,4-oxadiazol-2-yl)quinolin-4-yl]oxy-pyridin-3-yl]-1-N-(4-fluorophenyl)cyclopropane-1,1-dicarboxamide ClC=1C=C(C=NC1OC1=CC=NC2=CC(=C(C=C12)C=1OC=NN1)OC)NC(=O)C1(CC1)C(=O)NC1=CC=C(C=C1)F